N-((R)-2-(((S)-5,11-Dioxo-10,11-dihydro-1H,3H,5H-spiro[benzo[d]pyrazolo[1,2-a][1,2]diazepin-2,1'-cyclopropan]-10-yl)carbamoyl)butyl)-4-(trifluoromethyl)thiazol-5-carboxamid O=C1N2N(C([C@H](C3=C1C=CC=C3)NC(=O)[C@@H](CNC(=O)C3=C(N=CS3)C(F)(F)F)CC)=O)CC3(CC3)C2